7-((2S,5R)-4-(1-(benzo[d]thiazol-6-yl)ethyl)-2,5-diethylpiperazin-1-yl)-2-(cyanomethyl)-4-methyl-5-oxo-4,5-dihydro-2H-pyrazolo[4,3-b]pyridine-6-carbonitrile S1C=NC2=C1C=C(C=C2)C(C)N2C[C@@H](N(C[C@H]2CC)C=2C=1C(N(C(C2C#N)=O)C)=CN(N1)CC#N)CC